C(CCCCCCC)OC(CO)CCCCCCCCC 2-(octyloxy)undecan-1-ol